O=C1NC(=NC2=CC=CC=C12)NC1CCN(CC1)C(=O)OC(C)(C)C tert-butyl 4-[(4-oxo-3H-quinazolin-2-yl)amino]piperidine-1-carboxylate